(4,5-dimethylisoxazol-3-yl)-2-fluoro-N-(methoxymethyl)benzenesulfonamide CC=1C(=NOC1C)C=1C(=C(C=CC1)S(=O)(=O)NCOC)F